(1-(3-(4-fluorobenzamido)phenyl)-1H-1,2,3-triazole-4-yl)isonicotinic acid FC1=CC=C(C(=O)NC=2C=C(C=CC2)N2N=NC(=C2)C2=C(C(=O)O)C=CN=C2)C=C1